(7S)-5-oxa-2-azaspiro[3.4]Octane-7-ol C1NCC12OC[C@H](C2)O